((5-cyclopropylpyrazin-2-yl)amino)-3-(4-(ethylsulfonamido)phenyl)-1H-pyrazole-4-carboxamide C1(CC1)C=1N=CC(=NC1)NN1N=C(C(=C1)C(=O)N)C1=CC=C(C=C1)NS(=O)(=O)CC